1-oxo-2-((tetrahydro-2H-pyran-4-yl)methyl)-1,2,3,4-tetrahydroisoquinoline-6-carboxylic acid methyl ester COC(=O)C=1C=C2CCN(C(C2=CC1)=O)CC1CCOCC1